(R)-N2-(3,3-Difluoro-1-methylpiperidin-4-yl)-5-(3-(2,2-difluoroethyl)-3H-imidazo[4,5-b]pyridin-5-yl)-N4-methylpyrrolo[2,1-f][1,2,4]triazine-2,4-diamine FC1(CN(CC[C@H]1NC1=NN2C(C(=N1)NC)=C(C=C2)C2=CC=C1C(=N2)N(C=N1)CC(F)F)C)F